BrC1=CC(=C2C(N(C=NC2=C1)C1COCC1)=O)F 7-bromo-5-fluoro-3-(oxolan-3-yl)quinazolin-4-one